CN(CC1=CC=C(C=C1)C=1C2=C(N=C(N1)N1[C@H](CC1)C)CCC2)C N,N-dimethyl-1-[4-[2-[(2S)-2-methylazetidin-1-yl]-6,7-dihydro-5H-cyclopenta[d]pyrimidin-4-yl]phenyl]methanamine